ON1[C@@H]2CC[C@H](N(C1=O)C2)C(NC(=O)[C@H]2CN(CC2)C)=N (3R)-N-(((2S,5R)-6-hydroxy-7-oxo-1,6-diazabicyclo[3.2.1]octan-2-yl)(imino)methyl)-1-methylpyrrolidine-3-carboxamide